(S)-(1-ethyl-3-(3-hydroxy-2,2-dimethylpropyl)-2-(2-(1-methoxyethyl)-5-(4-methylpiperazin-1-yl)pyridin-3-yl)-1H-indol-5-yl)boronic acid C(C)N1C(=C(C2=CC(=CC=C12)B(O)O)CC(CO)(C)C)C=1C(=NC=C(C1)N1CCN(CC1)C)[C@H](C)OC